[Si](C)(C)(C(C)(C)C)OC[C@@H]1CCC(N1)=O (S)-5-(((tert-Butyldimethylsilyl)oxy)methyl)pyrrolidin-2-one